(R)-N-(1-(3-(difluoromethyl)-2-fluorophenyl)ethyl)-3-(4,4-difluoropiperidin-1-yl)-8-Methylpyrido[2,3-d]pyridazin-5-amine FC(C=1C(=C(C=CC1)[C@@H](C)NC1=C2C(=C(N=N1)C)N=CC(=C2)N2CCC(CC2)(F)F)F)F